(S)-4-(4'-((R)-2-hydroxy-3-methoxypropoxy)-[1,1'-biphenyl]-4-yl)-2-(2-((S)-1-hydroxyethyl)-1H-imidazol-1-yl)but-3-yn-1-ol O[C@@H](COC1=CC=C(C=C1)C1=CC=C(C=C1)C#C[C@@H](CO)N1C(=NC=C1)[C@H](C)O)COC